NC1=CC=CC(=N1)S(=O)(=O)NC(=O)C=1C(=NC(=CC1)C=1C=NC(=CC1)OC(C)C)N1CC(CCC1)(CC)CC N-[(6-Amino-2-pyridyl)sulfonyl]-2-(3,3-diethyl-1-piperidyl)-6-(6-isopropoxy-3-pyridyl)pyridin-3-carboxamid